6-amino-5-((2-chloro-3-(oxazol-2-yl)phenyl)sulfanyl)pyridine NC1=C(C=CC=N1)SC1=C(C(=CC=C1)C=1OC=CN1)Cl